4-(6-(3-(4-methoxybenzyl)ureido)spiro[3.3]heptane-2-carbonyl)piperazine-1-carboxylic acid methyl ester COC(=O)N1CCN(CC1)C(=O)C1CC2(C1)CC(C2)NC(=O)NCC2=CC=C(C=C2)OC